4-((methyl-d3)amino)-1-phenyl-7-(trifluoromethyl)pyrido[2,3-d]pyrimidin-2(1H)-one C([2H])([2H])([2H])NC=1C2=C(N(C(N1)=O)C1=CC=CC=C1)N=C(C=C2)C(F)(F)F